C(C)OC(=O)[C@H]1OC(O[C@@H]1C1=C(C=CC=C1Cl)Cl)C (4s,5r)-ethyl-5-(2,6-dichlorophenyl)-2-methyl-1,3-dioxolan-4-carboxylate